trans-3-hydroxy-cyclobutanecarboxylic acid O[C@@H]1C[C@H](C1)C(=O)O